6-fluoro-2-nitro-5,6,8,9-tetrahydro-7H-benzo[7]annulen-7-one FC1CC2=C(CCC1=O)C=C(C=C2)[N+](=O)[O-]